5-oxocyclopentenyl-5-heptenoate O=C1CCC=C1OC(CCCC=CC)=O